1-(4-(5-(5-(2,3-Dihydro-1H-inden-4-yl)-6-methoxy-1H-pyrazolo[4,3-b]pyridin-3-yl)pyridin-2-yl)piperidin-1-yl)ethan-1-one C1CCC2=C(C=CC=C12)C1=C(C=C2C(=N1)C(=NN2)C=2C=CC(=NC2)C2CCN(CC2)C(C)=O)OC